FC1=CC(=C(C=C1C=1C=NN(C1)CCN1CCOCC1)NC(=O)C1=CNC(C=C1C(F)(F)F)=O)N1C[C@H](N([C@H](C1)C)C)C |r| N-[4-fluoro-5-[1-(2-morpholin-4-ylethyl)pyrazol-4-yl]-2-[rac-(3R,5S)-3,4,5-trimethylpiperazin-1-yl]phenyl]-6-oxo-4-(trifluoromethyl)-1H-pyridine-3-carboxamide